N-Methyl-N-(3-(8-((3-methyl-4-((1-methyl-1H-benzo[d]imidazol-5-yl)oxy)phenyl)amino)pyrido[5,4-d]pyrimidin-2-yl)prop-2-yn-1-yl)acrylamide CN(C(C=C)=O)CC#CC=1N=CC2=C(N1)C(=NC=C2)NC2=CC(=C(C=C2)OC2=CC1=C(N(C=N1)C)C=C2)C